4-(5-Chloro-2-(cyclopropylmethyl)-2H-indazol-7-yl)morpholine ClC1=CC2=CN(N=C2C(=C1)N1CCOCC1)CC1CC1